Cl.N1C(=NC=C1)/C=C/C(=O)O (E)-3-(1H-imidazol-2-yl)acrylic acid hydrochloride